Ethyl ([1H-pyrrolo[2,3-c]pyridin-3-yl]carbamoyl)formate N1C=C(C=2C1=CN=CC2)NC(=O)C(=O)OCC